N-(3-chloro-4-fluorophenyl)-2-methyl-5-(1-methyl-1H-pyrazol-5-yl)-2H-1,2,6-thiadiazine-3-carboxamide 1,1-dioxide ClC=1C=C(C=CC1F)NC(=O)C=1N(S(N=C(C1)C1=CC=NN1C)(=O)=O)C